1-(3-Fluoro-1-methyl-1H-pyrazol-4-yl)-7-methoxy-3-methyl-8-(1-methyl-1H-pyrazol-4-yl)-1,3-dihydroimidazo[4,5-c]quinolin-2-one FC1=NN(C=C1N1C(N(C=2C=NC=3C=C(C(=CC3C21)C=2C=NN(C2)C)OC)C)=O)C